N-(1-methyl-1H-indazol-7-yl)-1-(4-((4-methylpiperidin-1-yl)methyl)pyridin-2-yl)-1H-pyrazole-4-sulfonamide CN1N=CC2=CC=CC(=C12)NS(=O)(=O)C=1C=NN(C1)C1=NC=CC(=C1)CN1CCC(CC1)C